NC1=C(C(=O)N(C)C)C=C(C=C1)C=1C=CC2=C(C=3CN(C(C3C=C2)=O)CC(=C)C(N)=O)C1 2-amino-5-[2-(2-carbamoyl-2-methylideneethyl)-3-oxo-1H,2H,3H-benzo[e]isoindol-8-yl]-N,N-dimethylbenzamide